FC1=CC=C2CCC(C2=C1)OCC(=O)N1CC2CCC(C1)N2C2=NC=C(C#N)C=C2 Racemic-6-(3-(2-((6-fluoro-2,3-dihydro-1H-inden-1-yl)oxy)acetyl)-3,8-diazabicyclo[3.2.1]octan-8-yl)nicotinonitrile